2,5-furandicarboxylic acid methyl ester COC(=O)C=1OC(=CC1)C(=O)O